C(CCCCCCC)(=O)OC1=C(C=CC=C1)[N+](=O)[O-] o-nitrophenyl octanoate